6-Methyl-D-Tryptophan CC=1C=C2NC=C(C[C@@H](N)C(=O)O)C2=CC1